1-{6-[4-({(1R)-1-[3-(difluoromethyl)-2-fluorophenyl]ethyl}amino)-2-methyl-7-(trifluoromethyl)pyrido[2,3-d]pyrimidin-6-yl]-2,6-diazaspiro[3.3]hept-2-yl}ethan-1-one FC(C=1C(=C(C=CC1)[C@@H](C)NC=1C2=C(N=C(N1)C)N=C(C(=C2)N2CC1(CN(C1)C(C)=O)C2)C(F)(F)F)F)F